COSSOC dimethoxy disulfide